2-(4-(2-fluorophenyl)-2-(pyrrolidin-1-yl)pyridin-3-yl)-1H-benzo[d]imidazole FC1=C(C=CC=C1)C1=C(C(=NC=C1)N1CCCC1)C1=NC2=C(N1)C=CC=C2